N1=CNC2=C1C=CC(=C2)N 3H-benzimidazol-5-amine